1-((chlorocarbonyl)oxy)ethyl isobutyrate C(C(C)C)(=O)OC(C)OC(=O)Cl